Cobalt-Titanium Oxide [O-2].[Ti+4].[Co+2].[O-2].[O-2]